FC(CO)(F)C=1C=C(C=CC1)[C@@H](C)NC1=NC(=NC=2C=3C(C(=CC12)C=1C(N(C=CC1)C)=O)=NN(C3)C(F)(F)F)C (4-{[(1R)-1-[3-(1,1-difluoro-2-hydroxyethyl)phenyl]ethyl]amino}-2-methyl-8-(trifluoromethyl)-8H-pyrazolo[3,4-H]quinazolin-6-yl)-1-methyl-1,2-dihydropyridin-2-one